FC=1C=C(CNC=2C(C(C2NCC=2N=CSC2)=O)=O)C=CC1C1=NOC(=N1)C(F)(F)F 3-((3-fluoro-4-(5-(trifluoromethyl)-1,2,4-oxadiazol-3-yl)benzyl)amino)-4-((thiazol-4-ylmethyl)amino)cyclobut-3-ene-1,2-dione